[Na+].C([O-])([O-])=O.[Mg+2] magnesium carbonate, sodium salt